1-((7-((R)-3-Cyclohexyl-2-methylpropanoyl)-10-hydroxy-7-azaspiro[4.5]decan-10-yl)methyl)indoline-2,3-dione C1(CCCCC1)C[C@H](C(=O)N1CC2(CCCC2)C(CC1)(O)CN1C(C(C2=CC=CC=C12)=O)=O)C